(D)-lysergic acid OC(=O)[C@H]1CN(C)[C@@H]2CC3=CNC4=CC=CC(C2=C1)=C34